(2S,4R)-1-(2-(4-aminopyrrolo[2,1-f][1,2,4]triazin-7-yl)acetyl)-N-(6-bromopyridin-2-yl)-4-fluoropyrrolidine-2-carboxamide NC1=NC=NN2C1=CC=C2CC(=O)N2[C@@H](C[C@H](C2)F)C(=O)NC2=NC(=CC=C2)Br